(4-(1,1,1,3,3,3-hexafluoro-2-hydroxypropan-2-yl)phenyl)thiazole-5-yl-Formaldehyde FC(C(C(F)(F)F)(O)C1=CC=C(C=C1)C(=O)C1=CN=CS1)(F)F